C[C@H]1CN(C[C@H](O1)C)C1=NC(=C2N1C1=CC(=CC=C1N=C2)C=2C=NC(=CC2)OCCCN2CCCC2)C (2S,6R)-2,6-dimethyl-4-(3-methyl-8-(6-(3-(pyrrolidin-1-yl)propoxy)pyridin-3-yl)imidazo[1,5-a]quinoxalin-1-yl)morpholine